1,6-bis(2,3-epithiopropoxy)-2-methylhexane C(C1CS1)OCC(CCCCOCC1CS1)C